tert-butyl 3-[(8-fluoro-1,2,3,4-tetrahydroisoquinolin-6-yl)oxy]-2,2-dimethylpropanoate FC=1C=C(C=C2CCNCC12)OCC(C(=O)OC(C)(C)C)(C)C